8-methyl-8-(4-phenylphenoxy)carbonyltetracyclo[4.4.0.12,5.17,10]-3-dodecene CC1(C2C3C4C=CC(C3C(C1)C2)C4)C(=O)OC4=CC=C(C=C4)C4=CC=CC=C4